FC=1C=C(C=CC1)N1C=CC=2C1=NC=CC2CN2CCC(CC2)C2=NC1=C(N2C(C)C2=NC=CC=C2)C=CC=C1 2-(1-((1-(3-fluorophenyl)-1H-pyrrolo[2,3-b]pyridin-4-yl)methyl)piperidin-4-yl)-1-(1-(pyridin-2-yl)ethyl)-1H-benzo[d]imidazole